4-Hydroxyethoxybenzophenone methacrylate C(C(=C)C)(=O)O.OCCOC1=CC=C(C(=O)C2=CC=CC=C2)C=C1